ClC=1C=C2C(=NC(=NC2=CC1C1=C(C=CC(=N1)N)C(F)(F)F)OCC1(N(C[C@@H](C1)F)C)C)N1CCNCC1 6-[6-chloro-2-[[(4R)-4-fluoro-1,2-dimethyl-pyrrolidin-2-yl]methoxy]-4-piperazin-1-yl-quinazolin-7-yl]-5-(trifluoromethyl)pyridin-2-amine